7-bromo-6-methoxy-4-methylspiro[benzo[b][1,4]oxazine-2,1'-cyclopropane]-3(4H)-one BrC=1C(=CC2=C(OC3(CC3)C(N2C)=O)C1)OC